4-(2-(1-(6-Chloropyridin-2-yl)piperidin-4-yl)propionamido)-3-((((S)-oxetan-2-yl) Methyl)amino)methylbenzoate ClC1=CC=CC(=N1)N1CCC(CC1)C(C(=O)NC1=C(C=C(C(=O)[O-])C=C1)CNC[C@H]1OCC1)C